N-(1'-(2-(3-(difluoromethyl)azetidin-1-yl)-6-methylpyrimidin-4-yl)-1',2'-dihydrospiro[cyclopropane-1,3'-pyrrolo[3,2-c]pyridin]-6'-yl)acetamide FC(C1CN(C1)C1=NC(=CC(=N1)N1CC2(C=3C=NC(=CC31)NC(C)=O)CC2)C)F